2-(5-Chloro-1-methyl-imidazo[4,5-b]pyrazin-2-yl)-3-methyl-5-(trifluoromethyl)phenol ClC=1N=C2C(=NC1)N(C(=N2)C2=C(C=C(C=C2C)C(F)(F)F)O)C